CO[SiH](OC)OC tri-methoxysilane